ClCC[Si](OCC)(OCC)OCC 2-chloroethyltriethoxysilane